NC1=NC2=C(N1[C@H]1CN(CCCC1)C(=O)OC(C)(C)C)C(=CC=C2)Cl tert-butyl (R)-3-(2-amino-7-chloro-1H-benzo[d]imidazol-1-yl)azepane-1-carboxylate